(E)-2-hydroxy-6-methoxy-4-(4-(pyrrolidin-1-yl)styryl)benzaldehyde OC1=C(C=O)C(=CC(=C1)\C=C\C1=CC=C(C=C1)N1CCCC1)OC